C12(CC(C1)C2)C(=O)NC=2C(=C(N=NC2)C(=O)NC([2H])([2H])[2H])NC2=C(C(=CC=C2)C2=NN(C=N2)C)OC (bicyclo[1.1.1]pentane-1-carboxamido)-4-((2-methoxy-3-(1-methyl-1H-1,2,4-triazol-3-yl)phenyl)amino)-N-(methyl-d3)pyridazine-3-carboxamide